N-(5-(1H-tetrazol-5-yl)-1-(4-(trifluoromethyl)phenyl)-1,2,3,4-tetrahydroquinolin-3-yl)acrylamide N1N=NN=C1C1=C2CC(CN(C2=CC=C1)C1=CC=C(C=C1)C(F)(F)F)NC(C=C)=O